P(=O)(O)(O)O.N1=C(N)N=C(N)N=C1N.P(=O)(O)(O)O phosphate-melamine phosphate